COC=1C=C(C=C(C1)N1C(CC1)=O)C1=CC=C(C=C1)CC=1C(=C(SC1C)C)C(=O)NC1CC2(CC(C2)C(=O)O)C1 (2R,4R,6R)-6-(4-((3'-methoxy-5'-(2-oxoazetidin-1-yl)-[1,1'-biphenyl]-4-yl)methyl)-2,5-dimethylthiophene-3-carboxamido)spiro[3.3]heptane-2-carboxylic acid